OS(=O)(=O)C(F)(F)F.BrC1=C2CCOC(C2=C(C=C1)F)CNC 1-(5-bromo-8-fluoroisochroman-1-yl)-N-methyl-methylamine triflate salt